Cl.CN(C=1SC(=CN1)C(N)=N)C 2-(dimethylamino)-5-amidino-1,3-thiazole hydrochloride